COC1=NC=NC(=C1C(=O)NC=1SC2=C(N1)C=1C=CC(=CC1OC2CCC2=CC=CC=C2)C(F)(F)F)OC 4,6-dimethoxy-N-(4-phenethyl-7-(trifluoromethyl)-4H-chromeno[4,3-d]thiazol-2-yl)pyrimidine-5-carboxamide